C[C@]1(CB1)C=1C(=C(C(=O)O)C=CC1)O 3-[(1S,2R)-2-boranopropyl]-2-hydroxybenzoic acid